5,8-dichloro-2-(4-hydroxyphenyl)quinolin-3-ol ClC1=C2C=C(C(=NC2=C(C=C1)Cl)C1=CC=C(C=C1)O)O